BrC=1C=CC(=C2CCCOC12)C[C@@H](C(=O)OC)NC(C1=C(C=C(C=C1F)N1[C@H](COCC1)C(F)(F)F)F)=O methyl (S)-3-(8-bromochroman-5-yl)-2-(2,6-difluoro-4-((R)-3-(trifluoro methyl)morpholino)benzamido)propanoate